trichlorocyanosilane Cl[Si](C#N)(Cl)Cl